BrC1=CC=CC(=N1)O 6-Bromopyridin-2-ol